1-amino-N-((1R,2S)-1-(3-fluorophenyl)-3-methyl-1-((1-(1-methyl-6-oxo-1,6-dihydropyridin-3-yl)-1H-indazol-5-yl)oxy)butan-2-yl)cyclopropane-1-carboxamide NC1(CC1)C(=O)N[C@H]([C@H](OC=1C=C2C=NN(C2=CC1)C1=CN(C(C=C1)=O)C)C1=CC(=CC=C1)F)C(C)C